ClC=1C=C(C=CC1F)NC1=NC2=C(C=CC=C2C(=N1)N[C@H](C)C1CC1)C=1CCN(CC1)C(=O)OC(C)(C)C tert-butyl (R)-4-(2-((3-chloro-4-fluorophenyl)amino)-4-((1-cyclopropylethyl)amino)quinazolin-8-yl)-3,6-dihydropyridine-1(2H)-carboxylate